F[B-](F)(F)F tetrafluoroboroate